C(C)N(C(C1=C(C=CC(=C1)F)OC=1C(=NC=NC1)N1CC2(C1)CCN(CC2)C[C@H]2OC[C@@H](CC2)NC(=O)NCCC)=O)C(C)C N-ethyl-5-fluoro-N-isopropyl-2-((4-(7-(((2S,5R)-5-(3-propylureido)tetrahydro-2H-pyran-2-yl)methyl)-2,7-diazaspiro[3.5]nonan-2-yl)pyrimidin-5-yl)oxy)benzamide